C(=O)(O)C1=C(C=CC=C1)C=1C2=CC=C(C=C2C=C2CCCCC12)N(CC)CC 9-(2-carboxyphenyl)-6-(diethylamino)-1,2,3,4-tetrahydroanthracene